5-(4-bromo-2,3-difluorophenyl)-2-((1-phenyl-2,5,8,11,14-pentaoxahexadecan-16-yl)oxy)pyridineacetamide, monohydrochloric acid salt Cl.BrC1=C(C(=C(C=C1)C=1C=CC(NC1)(CC(=O)N)OCCOCCOCCOCCOCCOCC1=CC=CC=C1)F)F